COC(CO)C 2-meth-oxy-propan-1-ol